C1N(CC12CNC2)C(=O)C2(CCN(CC2)C=2C=C(N=NC2)C2=C(C=CC=C2)O)C2=NN1C(C=CC=C1)=C2 2-[5-(4-{2,6-diazaspiro[3.3]heptane-2-carbonyl}-4-{pyrazolo[1,5-a]pyridin-2-yl}piperidin-1-yl)pyridazin-3-yl]phenol